4-aminobenzo[d]thiazol-6-amine NC1=CC(=CC2=C1N=CS2)N